NC1=NC(=NC(=C1Br)C)N1CCC2(CC1)[C@@H](C1=CC=CC=C1C2)N[S@](=O)C(C)(C)C (R)-N-((S)-1'-(4-amino-5-bromo-6-methylpyrimidin-2-yl)-1,3-dihydrospiro[inden-2,4'-piperidin]-1-yl)-2-methylpropan-2-sulfinamide